Tert-Butyl 3-methyl-1-oxo-8-azaspiro[4.5]decane-8-carboxylate CC1CC(C2(C1)CCN(CC2)C(=O)OC(C)(C)C)=O